CC=1C(=C(SC1C)NC(C(=CC1=CC2=CC=CC=C2C=C1)C)=O)C(=O)O 4,5-dimethyl-2-(2-methyl-3-(naphthalen-2-yl)acrylamido)thiophene-3-carboxylic acid